4-fluoro-2-(imidazo[1,2-a]pyridin-8-ylmethoxy)benzaldehyde FC1=CC(=C(C=O)C=C1)OCC=1C=2N(C=CC1)C=CN2